2-(3-(3,3-difluoro-1-((4-methyl-4H-1,2,4-triazol-3-yl)methyl)cyclobutyl)phenyl)-5-fluoro-6-(((1-methylcyclobutyl)amino)methyl)-4-(trifluoromethyl)isoindolin-1-one FC1(CC(C1)(CC1=NN=CN1C)C=1C=C(C=CC1)N1C(C2=CC(=C(C(=C2C1)C(F)(F)F)F)CNC1(CCC1)C)=O)F